C(C)(C)(C)CN(C(=O)OCC12C(OC(C1)(C2)COC)(C)C)[C@H](C)C2=CC(=NC(=C2)C)Br (1-(methoxymethyl)-3,3-dimethyl-2-oxabicyclo[2.1.1]hexan-4-yl)methanol tert-butyl-(R)-(1-(2-bromo-6-methylpyridin-4-yl)ethyl)(methyl)carbamate